C1(=CCCC1)C(C(=O)OCC)(F)F Ethyl 2-cyclopentenyl-2,2-difluoroacetate